(S)-4-(((S)-2-fluoro-3-methoxypropyl)(4-(5,6,7,8-tetrahydro-1,8-naphthyridin-2-yl)butyl)amino)-2-methyl-2-(4-pyridinyl)butanoic acid tert-butyl ester C(C)(C)(C)OC([C@@](CCN(CCCCC1=NC=2NCCCC2C=C1)C[C@@H](COC)F)(C1=CC=NC=C1)C)=O